NC=1C(N(C(=CN1)N1CCOCC1)CC(=O)NCC1=CC=2C=NC=CC2N1S(=O)(=O)C1=CC=CC=C1)=O 2-(3-amino-6-morpholino-2-oxopyrazin-1(2H)-yl)-N-((1-(phenylsulfonyl)-1H-pyrrolo[3,2-c]pyridine-2-yl)methyl)acetamide